tert-butyl (E)-N-(4-(dimethylamino)-4-oxobut-2-en-1-yl)-N-methyl-L-alaninate CN(C(/C=C/CN([C@@H](C)C(=O)OC(C)(C)C)C)=O)C